C1(CC1)C=1C=C(CNCCCCOC2CN(C2)C2=NC3=C(C4=CN=CC=C24)C=CC=C3)C=CC1OC(F)(F)F 5-(3-(4-((3-cyclopropyl-4-(trifluoro-methoxy)benzyl)amino)butoxy)azetidin-1-yl)benzo[c][2,6]naphthyridine